2-(2-fluorobenzyl)-9-methyl-7-((6-methylpyridin-2-yl)methyl)-7,9-dihydro-8H-pyrido[3',2':4,5]pyrrolo[2,3-d]pyridazin-8-one FC1=C(CC=2C=CC3=C(N(C=4C(N(N=CC43)CC4=NC(=CC=C4)C)=O)C)N2)C=CC=C1